C(#N)C1=CC(=C(C=C1C)NC(C)=O)C#C[Si](C)(C)C N-(4-cyano-5-methyl-2-((trimethylsilyl)ethynyl)phenyl)acetamide